2-oxabicyclo[2.1.1]hexane-1-carboxamide C12(OCC(C1)C2)C(=O)N